4-(4-chlorophenyl)-2-phenyl-6-(4-(pyridin-3-yl)phenyl)pyrimidine ClC1=CC=C(C=C1)C1=NC(=NC(=C1)C1=CC=C(C=C1)C=1C=NC=CC1)C1=CC=CC=C1